ClC=1C=C(C=CC1F)C(C(=O)C1=CC=C(C=N1)NC(CC1=NC=C(C=C1)S(=O)(=O)CC)=O)(C)C N-(6-(2-(3-chloro-4-fluorophenyl)-2-methylpropanoyl)pyridin-3-yl)-2-(5-(ethylsulfonyl)pyridin-2-yl)acetamide